NN1C(=NN=C1C1=C(C(=CC=C1)Cl)Cl)S 4-amino-5-(2,3-dichlorophenyl)-4H-1,2,4-triazole-3-thiol